COC=1C=C2[C@]3(ONC2=CC1)[C@@H](C3)C3=CC=C1C(=NNC1=C3)/C=C/C3=CC=C(CN1CCC(CC1)(C(=O)N)C)C=C3 (4-((E)-2-(6-((1r,2s)-5'-methoxy-2'-oxaspiro[cyclopropane-1,3'-indolin]-2-yl)-1H-indazol-3-yl)vinyl)benzyl)-4-methylpiperidine-4-carboxamide